4-methyl-2-(thien-2-ylmethyl)phenol CC1=CC(=C(C=C1)O)CC=1SC=CC1